CC1=C(C=CC(=C1)C=1N=NN(N1)CC1OCCCC1)S(=O)(=O)NCCO 2-methyl-4-(2-((tetrahydro-2H-pyran-2-yl)methyl)-2H-tetrazol-5-yl)-N-(2-hydroxyethyl)-benzenesulfonamide